FC=1C(=NC(=NC1)N[C@H]1[C@@H](COCC1)O)C=1C=C2C(=C(C=NC2=CC1)CN1C(COCC1)=O)C(C)C 4-((6-(5-fluoro-2-(((3S,4R)-3-hydroxytetrahydro-2H-pyran-4-yl)amino)pyrimidin-4-yl)-4-isopropylquinolin-3-yl)methyl)morpholin-3-one